CC=1C=CC=2N(C1)C(=NC2C#N)C2=CC=CC=C2 6-methyl-3-phenylimidazo[1,5-a]pyridine-1-carbonitrile